1-hydroxypropan-2-yl hydrogen ((S)-3-hydroxy-2-(5-(4-methoxy-3-propoxyphenyl)pyridin-3-yl)propyl)boronate OC[C@@H](CB(OC(CO)C)O)C=1C=NC=C(C1)C1=CC(=C(C=C1)OC)OCCC